O=C1NC(CCC1N1C(C2=CC=C(C=C2C1=O)C1(CCN(CC1)CC=1C=CC=2N(C1)C=CN2)O)=O)=O 2-(2,6-dioxopiperidin-3-yl)-5-(4-hydroxy-1-(imidazo[1,2-a]pyridin-6-ylmethyl)piperidin-4-yl)isoindoline-1,3-dione